FC(C(=O)O)(F)F.[N+](=O)([O-])C=1N(C=CN1)CCN 2-(2-nitro-1H-imidazole-1-yl)ethylamine trifluoroacetate